5-chloro-2-(4,4-difluoroazepan-1-yl)quinoline-3-carboxylic acid ClC1=C2C=C(C(=NC2=CC=C1)N1CCC(CCC1)(F)F)C(=O)O